C1(=NC=CC2=CC=CC=C12)[C@@H]1[C@H]([C@H]([C@@H]1C1=CC=CC=C1)C(=O)C1=CC=CC=C1)C ((1R,2R,3R,4R)-3-(isoquinolin-1-yl)-2-methyl-4-phenylcyclobutyl)(phenyl)methanone